[Sb+3].[Pb+2].[Cu+2].COC=1C(C(=C(C(C1OC)=O)CCCCCCCCCCCCCCCCCCC[P+](C1=CC=CC=C1)(C1=CC=CC=C1)C1=CC=CC=C1)C)=O 19-(4,5-dimethoxy-2-methyl-3,6-dioxo-1,4-cyclohexadien-1-yl)nonadecyl-triphenylphosphonium copper lead-antimony